COC1=C(C(=CC=C1)OC)Cl 2,6-dimethoxy-chlorobenzene